S(=O)(=O)(ON1[C@@H]2CC[C@H](N(C1=O)C2)C(NS(=O)(=O)C=2N=NN(C2)C)=N)O (2S,5R)-2-(N-((1-methyl-1H-1,2,3-triazol-4-yl) sulfonyl) carbamimidoyl)-7-oxo-1,6-diazabicyclo[3.2.1]octan-6-yl hydrogen sulfate